2-(2-((2-((2-(2-(tert-butoxy)-2-oxoethyl)-2,3-dihydro-1H-indene-2-carboxamido)methyl)-6-methoxybenzo[d]thiazol-5-yl)oxy)ethoxy)-N,N,N-trimethylethan-1-aminium C(C)(C)(C)OC(CC1(CC2=CC=CC=C2C1)C(=O)NCC=1SC2=C(N1)C=C(C(=C2)OC)OCCOCC[N+](C)(C)C)=O